BrC1=CC=C(C=C1)N1CCC2(CCO2)CC1 7-(4-bromophenyl)-1-oxa-7-azaspiro[3.5]nonane